1-methylcyclopent-3-ene-1-carboxylic acid CC1(CC=CC1)C(=O)O